2-amino-1-(furan-2-yl)ethan-1-one NCC(=O)C=1OC=CC1